FC1=C(C=2C=NC(=NC2C=C1C1=C(C2=C(OCCN2)N=C1)C)NC=1C=NN(C1)CC(F)(F)F)N 6-fluoro-7-(8-methyl-2,3-dihydro-1H-pyrido[2,3-b][1,4]oxazin-7-yl)-N~2~-[1-(2,2,2-trifluoroethyl)-1H-pyrazol-4-yl]quinazoline-2,5-diamine